Methyl 2-(chloromethyl)-1-((1-(fluoromethyl) cyclopropyl) methyl)-1H-imidazo[4,5-b]pyridine-6-carboxylate ClCC=1N(C=2C(=NC=C(C2)C(=O)OC)N1)CC1(CC1)CF